N-[2-fluoro-3-(5-fluoro-4-methyl-6-oxo-1,6-dihydropyrimidin-2-yl)-4-(trifluoromethyl)benzyl]isobutyramide FC1=C(CNC(C(C)C)=O)C=CC(=C1C=1NC(C(=C(N1)C)F)=O)C(F)(F)F